CC1=NC2=CC=CC(=C2C(N1C1CNCCC1)=O)C#CCCCN1CCCCC1 3-(2-Methyl-4-oxo-5-(5-(piperidin-1-yl)pent-1-yn-1-yl)quinazolin-3(4H)-yl)piperidine